tert-butyl (Z)-(4-(3-(3-(N,N-dimethylsulfamoyl)phenyl)-5-ethynyl-2-methyl-1H-indol-1-yl)-3-fluorobut-2-en-1-yl)carbamate CN(S(=O)(=O)C=1C=C(C=CC1)C1=C(N(C2=CC=C(C=C12)C#C)C/C(=C/CNC(OC(C)(C)C)=O)/F)C)C